N1N=CC=2C1=NC(=CN2)N[C@@H](C)C=2C=C(C=CC2)NC(C2=CN=CC(=C2)C2CCC2)=O (S)-N-(3-(1-((1H-pyrazolo[3,4-b]pyrazin-6-yl)amino)ethyl)phenyl)-5-cyclobutylnicotinamide